2-((6-methoxy-2-(2-methoxyimidazo[2,1-b][1,3,4]thiadiazol-6-yl)pyrazolo[1,5-a]pyridin-4-yl)oxy)-1-(pyridin-2-yl)ethan-1-one COC=1C=C(C=2N(C1)N=C(C2)C=2N=C1SC(=NN1C2)OC)OCC(=O)C2=NC=CC=C2